(S)-N-((1-methyl-6-oxopiperazin-2-yl)methyl)methanesulfonamide CN1[C@@H](CNCC1=O)CNS(=O)(=O)C